(3-methyl-5-(1H-pyrazol-1-yl)phenoxy)quinoline-6-carboxamide CC=1C=C(OC2=NC3=CC=C(C=C3C=C2)C(=O)N)C=C(C1)N1N=CC=C1